trans-4-(benzoylmethylamino)cyclohexyl-methyl-sodium C(C1=CC=CC=C1)(=O)N([C@@H]1CC[C@H](CC1)C[Na])C